2-[2-(8-Hydroxyquinolin-4-yl)-vinyl]-1,6-dimethylquinolinium trifluoromethanesulfonate FC(S(=O)(=O)[O-])(F)F.OC=1C=CC=C2C(=CC=NC12)C=CC1=[N+](C2=CC=C(C=C2C=C1)C)C